[Br-].C(C=C)N1C=NC=C1 1-allyl-imidazole bromide salt